OC1=C(N=CC=2C3=C(C=CC12)OCCO3)C(=O)OC Methyl 7-hydroxy-2,3-dihydro-[1,4]dioxino[2,3-h]isoquinoline-8-carboxylate